N=1N=CN2C1C=CC(=C2)C2=CN=C(S2)NC(=O)C2CC(OC(C2)(C)C)(C)C N-(5-([1,2,4]triazolo[4,3-a]pyridin-6-yl)thiazol-2-yl)-2,2,6,6-tetramethyltetrahydro-2H-pyran-4-carboxamide